3-propylphosphonic acid CCCP(O)(O)=O